3-(trifluoromethyl)tetrahydrofuran-3-amine FC(C1(COCC1)N)(F)F